C(=O)(O)C=1C=CC(=C(OCC[NH3+])C1)C 2-(5-carboxy-2-methylphenoxy)ethan-1-aminium